tert-Butyl (2-((2-(3-(2,3-dihydrobenzo[b][1,4]dioxin-6-yl)ureido)-6-methylpyrimidin-4-yl)amino)ethyl)(methyl)carbamate O1C2=C(OCC1)C=C(C=C2)NC(NC2=NC(=CC(=N2)NCCN(C(OC(C)(C)C)=O)C)C)=O